N-[[(2R,5S)-3-oxo-2-(3-phenoxyphenyl)-1,4-thiazepan-5-yl]methyl]-2H-tetrazole-5-carboxamide O=C1[C@H](SCC[C@H](N1)CNC(=O)C=1N=NNN1)C1=CC(=CC=C1)OC1=CC=CC=C1